4-((S)-2-(2-Chlorophenyl)pyrrolidin-1-yl)-N-((R,E)-4-(ethylsulfonyl)but-3-en-2-yl)-2-fluorobenzamide ClC1=C(C=CC=C1)[C@H]1N(CCC1)C1=CC(=C(C(=O)N[C@H](C)\C=C\S(=O)(=O)CC)C=C1)F